N-(3-Cyano-4-methyl-1H-indol-7-yl)-1-(3-hydroxy-1,3-dimethylbutyl)pyrazol-4-sulfonamid C(#N)C1=CNC2=C(C=CC(=C12)C)NS(=O)(=O)C=1C=NN(C1)C(CC(C)(C)O)C